2,2',3,3',4,4',6,6'-octafluoro-5,5'-dinitro-1,1'-biphenyl FC1=C(C(=C(C(=C1F)F)[N+](=O)[O-])F)C1=C(C(=C(C(=C1F)[N+](=O)[O-])F)F)F